pyrazolo[1,5-a]Pyrimidine-3-carbohydrazide N1=CC(=C2N1C=CC=N2)C(=O)NN